tert-butyl (S,E)-2-((3-(7-(dimethylamino)-2-(3,3-dimethylureido)-7-oxohept-5-enamido)-2-oxopyridin-1(2H)-yl)methyl)-6-fluoro-4-isobutyl-1H-benzo[d]imidazole-1-carboxylate CN(C(/C=C/CC[C@@H](C(=O)NC=1C(N(C=CC1)CC1=NC2=C(N1C(=O)OC(C)(C)C)C=C(C=C2CC(C)C)F)=O)NC(=O)N(C)C)=O)C